2-(((3,3-dibutyl-2-methyl-7-(methylthio)-1,1-dioxido-5-phenyl-2,3,4,5-tetrahydro-1,2,5-benzothiadiazepin-8-yl)methyl)thio)acetic acid C(CCC)C1(N(S(C2=C(N(C1)C1=CC=CC=C1)C=C(C(=C2)CSCC(=O)O)SC)(=O)=O)C)CCCC